C(C)(C)(C)OC(=O)N1CC(CCC1)(C(=O)OCC1=CC=CC=C1)C 3-methylpiperidine-1,3-dicarboxylic acid O3-benzyl O1-tert-butyl ester